(4R)-2-(2-amino-2-oxo-ethyl)-4-methyl-N-[5-(2,2,2-trifluoroethoxy)-3-pyridyl]-3,4-dihydro-1H-isoquinoline-7-carboxamide NC(CN1CC2=CC(=CC=C2[C@H](C1)C)C(=O)NC=1C=NC=C(C1)OCC(F)(F)F)=O